FC1=C(CNC(=O)C=2C(C(=C3N(N4[C@H](CC[C@H](N(C3=O)C4)CF)C)C2)O)=O)C=CC(=C1)F (1R,2S,5S)-N-(2,4-difluorobenzyl)-5-(fluoromethyl)-8-hydroxy-2-methyl-7,9-dioxo-2,3,4,5,7,9-hexahydro-1,6-methanopyrido[1,2-b][1,2,5]triazonine-10-carboxamide